N1(N=CN=C1)C1=CC=C(C=C1)O 4-(1,2,4-triazole-1-yl)phenol